C(CCC=CCCCCC)(=O)OCC Ethyl 4-decenoate